FC12CC(C1)(C2)CCCCCCCC(=O)O 8-{3-fluoro-bicyclo[1.1.1]pent-1-yl}octanoic acid